FC1(CCN(CC1)C1=NC=CC(=N1)OC1CCOCC1)C(=O)NC1(CCN2CCC1CC2)C 4-fluoro-N-(4-methyl-1-azabicyclo[3.2.2]non-4-yl)-1-(4-((tetrahydro-2H-pyran-4-yl)oxy)pyrimidin-2-yl)piperidine-4-carboxamide